C(CCCCCC)C1OCC(O1)CO 2-n-heptyl-4-hydroxymethyl-1,3-dioxolane